3-(3-(1,1'-Biphenyl)-4-yl-1,2,3,4-tetrahydro-1-naphthalenyl)-4-hydroxy-2H-1-benzopyran-2-one C1(=CC=C(C=C1)C1CC(C2=CC=CC=C2C1)C=1C(OC2=C(C1O)C=CC=C2)=O)C2=CC=CC=C2